C(C#C)SC1=NC(=CC(=N1)NN=CC1=NCC2=CC=CC=C12)C(F)(F)F 1-((2-(2-(prop-2-yn-1-ylthio)-6-(trifluoromethyl)pyrimidin-4-yl)hydrazono)methyl)-3H-isoindole